2-chloro-4-(2-chloro-3,5-dimethoxyphenyl)-5-(2-chloro-4-fluorophenyl)-6-methylpyrimidine ClC1=NC(=C(C(=N1)C1=C(C(=CC(=C1)OC)OC)Cl)C1=C(C=C(C=C1)F)Cl)C